ClC1=C(C(=CC=C1)F)C(NC(=O)C=1C=C2CN(C(C2=CC1)=O)C1C(NC(CC1)=O)=O)C1CC1 N-((2-chloro-6-fluorophenyl)(cyclopropyl)meth-yl)-2-(2,6-dioxopiperidin-3-yl)-1-oxoisoindoline-5-carboxamide